2-amino-7-[2-[tert-butyl(dimethyl)silyl]oxyethyl]-4-[2-(pyridine-2-carbonyl)hydrazino]pyrrolo[2,3-d]pyrimidine-6-carboxylate NC=1N=C(C2=C(N1)N(C(=C2)C(=O)[O-])CCO[Si](C)(C)C(C)(C)C)NNC(=O)C2=NC=CC=C2